rac-(1R,2R)-2-aminocyclohexane-1-ol N[C@H]1[C@@H](CCCC1)O |r|